methyl 4-((3-(2,6-dichlorophenyl)-5-isopropylisoxazol-4-yl)methoxy)benzoate ClC1=C(C(=CC=C1)Cl)C1=NOC(=C1COC1=CC=C(C(=O)OC)C=C1)C(C)C